ClCC(=O)N(CC1=NNC=C1)NC(=O)[C@H](CC(C)C)NC(OCC1=CC=CC=C1)=O benzyl N-[(1S)-1-[[(2-chloroacetyl) (1H-pyrazol-3-ylmethyl)amino]carbamoyl]-3-methyl-butyl]carbamate